(3S)-N1-[5-(2-chloro-6-methyl-4-pyridinyl)-4-(3-cyanophenyl)thiazol-2-yl]piperazine-1,3-dicarboxylic acid amide ClC1=NC(=CC(=C1)C1=C(N=C(S1)NC(=O)N1C[C@H](NCC1)C(=O)O)C1=CC(=CC=C1)C#N)C